C(#N)C1=CC=C(C=C1)C1=CC(=C(C=C1)OB(O)O)C1=CC=CC=C1 (4-cyano-[1,1':3',1''-terphenyl]-4'-yl)boric acid